1-(3-((ferrocenylcarbonyl)amino)propyl)-3-(pyridin-2-yl)-1H-imidazol-3-ium bromide [Br-].[C-]1(C=CC=C1)C(=O)NCCCN1C=[N+](C=C1)C1=NC=CC=C1.[CH-]1C=CC=C1.[Fe+2]